BrCCCOC1=CC=C(C=C1)C(\C=C\C1=CC=C(C=C1)Br)=O (E)-1-(4-(3-bromopropoxy)phenyl)-3-(4-bromophenyl)prop-2-en-1-one